6-[5-acetyl-1-(4-chloro-phenyl)-7-fluoro-1-(1-hydroxy-cyclopropylmethoxy)-3-oxo-1,3-dihydro-isoindol-2-ylmethyl]-nicotinonitrile C(C)(=O)C=1C=C2C(N(C(C2=C(C1)F)(OCC1(CC1)O)C1=CC=C(C=C1)Cl)CC1=NC=C(C#N)C=C1)=O